ClC=1C=C(C=C(C1)NS(=O)(=O)C)NC(=O)C=1SC(=C(C1)C1=NC=C(C=N1)OCC(F)(F)F)C N-(3-chloro-5-(methylsulfonamido)phenyl)-5-methyl-4-(5-(2,2,2-trifluoroethoxy)pyrimidin-2-yl)thiophene-2-carboxamide